N=1ON=C2C1C=CC(=C2)C=CC2=CC=C(C(=O)NC=1C=C(N(C1)C)C(=O)NC1=CN(C(=C1)C(NCC\C(\NCCOCCOCCOC)=N/[H])=O)C)C=C2 (E)-4-(4-(2-(benzo[c][1,2,5]oxadiazol-5-yl)vinyl)benzamido)-N-(5-((12-imino-2,5,8-trioxa-11-azatetradecan-14-yl)carbamoyl)-1-methyl-1H-pyrrol-3-yl)-1-methyl-1H-pyrrole-2-carboxamide